C1=CC=CC=2OC3=CC=CC=C3N(C12)C1=CC=C(C=C1)C1=NC(=NC(=N1)C1=CC=CC=C1)C1=CC=CC=C1 2-[4-(10H-phenoxazine-10-yl)phenyl]-4,6-diphenyl-1,3,5-triazine